O=C1NC2(CN1)CCCN(C2)C(=O)OCC2=CC=CC=C2 benzyl 2-oxo-1,3,9-triazaspiro[4.5]decane-9-carboxylate